(3-((2-(4,4-dimethylpentan-2-yl)-5,7,7-trimethyloctyl)oxy)propyldiethylsilyl)ethanol CC(CC(C)C(COCCC[Si](CC)(CC)C(C)O)CCC(CC(C)(C)C)C)(C)C